CC1=NN(C(C1)=O)C1=CC=C(C=C1)C 3-Methyl-1-p-tolyl-5-pyrazolon